N-(6-(((3ar,6as)-hexahydropyrrolo[3,4-C]pyrrol-2(1H)-yl)methyl)-4-methoxybenzo[d]isoxazol-3-yl)-2-methoxybenzenesulfonamide hydrochloride Cl.C1N(C[C@@H]2[C@H]1CNC2)CC2=CC1=C(C(=NO1)NS(=O)(=O)C1=C(C=CC=C1)OC)C(=C2)OC